FC=1C=C(CN)C=CC1 3-fluorobenzyl-amine